C(C=C)OC(=O)C=1C=C2C(=C(N(C2=CC1)CC1=C(C=C(C=C1)O[C@@H](C(=O)OC)C)Cl)C)C.C(C1=CC=CC=C1)OC1=CC=C(C(=O)C2=C3N=CN(C3=NC=N2)[C@H]2[C@H](OC(C)=O)[C@H](OC(C)=O)[C@H](O2)COC(C)=O)C=C1 6-(4-(benzyloxy)benzoyl)-9-(2',3',5'-tri-O-acetyl-beta-D-ribofuranosyl)purine (R)-allyl-1-(2-chloro-4-((1-methoxy-1-oxopropan-2-yl)oxy)benzyl)-2,3-dimethyl-1H-indole-5-carboxylate